ClC1=NC=CC=2[C@H](CCCC12)CO (S)-(1-chloro-5,6,7,8-tetrahydroisoquinolin-5-yl)methanol